OC1=C(C=C(C=C1)/C=C/C(=O)C1=CC=CC=C1)[N+](=O)[O-] (E)-3-(4-Hydroxy-3-nitrophenyl)-1-phenylprop-2-en-1-one